mercaptoethylAlcohol SCCO